2-[6-(2,4-difluoro-3-methyl-phenyl)-3-methyl-2-oxo-imidazo[4,5-b]pyridin-1-yl]-N,N-dimethyl-acetamide FC1=C(C=CC(=C1C)F)C=1C=C2C(=NC1)N(C(N2CC(=O)N(C)C)=O)C